[Si](C1=CC=CC=C1)(C1=CC=CC=C1)(C(C)(C)C)OC[C@H]([C@H]([C@@H]([C@H](CN(C[C@@H]([C@H]([C@@H]([C@@H](C(=O)O)O)O)O)O)C)O)O)O)O (2S,3S,4R,5S)-6-(((2S,3R,4R,5R)-6-((tert-butyldiphenylsilyl)oxy)-2,3,4,5-tetrahydroxyhexyl)(methyl)amino)-2,3,4,5-tetrahydroxyhexanoic acid